4-(4-((1R,5S)-3,8-diazabicyclo[3.2.1]octan-3-yl)-6,8-difluoro-2-(((2R,7aS)-2-fluorotetrahydro-1H-pyrrolizin-7a(5H)-yl)methoxy)quinazolin-7-yl)naphthalen-2-ol [C@H]12CN(C[C@H](CC1)N2)C2=NC(=NC1=C(C(=C(C=C21)F)C2=CC(=CC1=CC=CC=C21)O)F)OC[C@]21CCCN1C[C@@H](C2)F